5-(5-fluoro-2-(methylamino)pyrimidin-4-yl)-4-methylthiazol-2-amine FC=1C(=NC(=NC1)NC)C1=C(N=C(S1)N)C